5-(2,3-dimethylquinolin-4-ylamino)-2-(3-(pyridin-4-ylamino)phenyl)isoindolin-1-one CC1=NC2=CC=CC=C2C(=C1C)NC=1C=C2CN(C(C2=CC1)=O)C1=CC(=CC=C1)NC1=CC=NC=C1